azodiisobutylene hydrochloride Cl.N(=NCC(C)=C)CC(C)=C